(2S,3R)-2,3-bis{[(E)-3-(3,4-dihydroxyphenyl)prop-2-enoyl]oxy}butanedioic acid OC=1C=C(C=CC1O)/C=C/C(=O)O[C@H](C(=O)O)[C@H](C(=O)O)OC(\C=C\C1=CC(=C(C=C1)O)O)=O